methyl 2-(((3-butyl-3-ethyl-5-(4-fluorophenyl)-7-(methylthio)-1,1-dioxido-2,3,4,5-tetrahydro-1,5-benzothiazepin-8-yl)methyl)thio)-2-methylpropanoate C(CCC)C1(CS(C2=C(N(C1)C1=CC=C(C=C1)F)C=C(C(=C2)CSC(C(=O)OC)(C)C)SC)(=O)=O)CC